7-bromo-2-methyl-2H-indazole-5-amine BrC1=CC(=CC2=CN(N=C12)C)N